3-Hydroxy-3-methylcyclopentyl(8-amino-7-fluoro-6-(8-methyl-2,3-dihydro-1H-pyrido[2,3-b][1,4]oxazin-7-yl)isoquinolin-3-yl)carbamate OC1(CC(CC1)N(C([O-])=O)C=1N=CC2=C(C(=C(C=C2C1)C1=C(C2=C(OCCN2)N=C1)C)F)N)C